NC1=C(C=C(C=N1)NC(C(=O)N1[C@H](CC[C@@H](C1)C)C=1C=NC(=CC1)N)=O)CC N-(6-amino-5-ethyl-3-pyridyl)-2-[(2R,5S)-2-(6-amino-3-pyridyl)-5-methyl-1-piperidyl]-2-oxo-acetamide